(pentafluorophenyl)boronIn FC1=C(C(=C(C(=C1C=1BC=CC=CC=CC1)F)F)F)F